BrC1=CC(=C2C(=NC=NC2=C1)NC=1C=NC2=NC=CC=C2C1)O[C@@H](CN(C)C)C (R)-7-bromo-5-((1-(dimethylamino)propan-2-yl)oxy)-N-(1,8-naphthyridin-3-yl)quinazolin-4-amine